5-methylcyclohexyl 2-bromoacetate BrCC(=O)OC1CCCC(C1)C